COC([C@H](C(C)(C)C)NC(CCCBr)=O)=O.ClC1=C(C=CC=C1)CC(=O)NC1=CC(=C(C=C1)C1=NOC(=N1)C(F)(F)F)S(NCC1=C(C=C(C=C1)OC)OC)(=O)=O 2-(2-chlorophenyl)-N-{3-[(2,4-dimethoxybenzyl)sulfamoyl]-4-[5-(trifluoromethyl)-1,2,4-oxadiazol-3-yl]phenyl}acetamide methyl-(S)-2-(4-bromobutanamido)-3,3-dimethylbutanoate